CC=1C=C(C=NC1)S(=O)(=O)C1=CC=C(C=C1)CNC(=O)C=1C=CC=2N(C1)C=CN2 N-{[4-(5-methylpyridine-3-sulfonyl)phenyl]methyl}imidazo[1,2-a]pyridine-6-carboxamide